2,2,2-Trifluoro-1-(3-(methylsulfonyl)-4-((1-(methylsulfonyl)piperidin-4-yl)-methoxy)phenyl)ethyl methanesulfonate CS(=O)(=O)OC(C(F)(F)F)C1=CC(=C(C=C1)OCC1CCN(CC1)S(=O)(=O)C)S(=O)(=O)C